2-methyl-3-methoxy-1,4-naphthoquinone CC=1C(C2=CC=CC=C2C(C1OC)=O)=O